C(C)N(CC)[SiH2]N(CC)CC N-(diethylaminosilyl)-N-ethylethanamine